OC[C@H](CC1(CCC1)C)NC(OCC1=CC=CC=C1)=O benzyl N-[(1S)-1-(hydroxymethyl)-2-(1-methylcyclobutyl)ethyl]carbamate